ClC=1C(=C(C=CC1)C(C)(C)NC=1C2=C(N=CN1)C=CC(=N2)O[C@@H]2CN(CC2)C(=O)OC(C)(C)C)F tert-Butyl (S)-3-((4-((2-(3-chloro-2-fluorophenyl)propan-2-yl)amino)pyrido[3,2-d]pyrimidin-6-yl)oxy)pyrrolidine-1-carboxylate